ethyl (((6-hydroxy-5'-methyl-4-(2-methyloctan-2-yl)-2'-(prop-1-en-2-yl)-[1,1'-biphenyl]-2-yl)oxy)methyl) carbonate C(OCC)(OCOC1=C(C(=CC(=C1)C(C)(CCCCCC)C)O)C1=C(C=CC(=C1)C)C(=C)C)=O